C(#N)C1=CC(=CC=2N=C(OC21)C=2C(=C(C=CC2)C2=C(C(=CC=C2)NC=2N=CC=C1C=C(C=NC21)CN2C[C@@H](CC2)O)C)C)CN2CCCCC2 (R)-1-((7-Cyano-2-(3'-(3-((3-hydroxypyrrolidin-1-yl)methyl)-1,7-naphthyridin-8-ylamino)-2,2'-dimethylbiphenyl-3-yl)benzo[d]oxazol-5-yl)methyl)piperidin